2-(hexahydropyrrolo[1,2-a]pyrazin-2(1H)-yl)-1-(4-phenyl-3,4-dihydroquinoxaline-1(2H)-yl)propan-1-one C1C2N(CCN1C(C(=O)N1CCN(C3=CC=CC=C13)C1=CC=CC=C1)C)CCC2